FC1=CC=C(C=C1)C(N1CCN(CC1)C1=C(C(N(C=2C=CC(=NC12)C#N)C)=O)Br)C1=CC=C(C=C1)F 8-(4-(bis(4-fluorophenyl)methyl)piperazin-1-yl)-7-bromo-5-methyl-6-oxo-5,6-dihydro-1,5-naphthyridine-2-carbonitrile